The molecule is a malonate ester that is diisopropyl malonate in which the two methylene hydrogens at position 2 are replaced by a 1,3-dithiolan-2-ylidene group. An insecticide and fungicide used to control a range of diseases including Pyricularia oryzae, Helminthosporium sigmoideum and Fusarium nivale. It has a role as an insecticide, an environmental contaminant, a phospholipid biosynthesis inhibitor and an antifungal agrochemical. It is a malonate ester, a member of dithiolanes and an isopropyl ester. It derives from a malonic acid. It derives from a hydride of a 1,3-dithiolane. CC(C)OC(=O)C(=C1SCCS1)C(=O)OC(C)C